FC(C1=CC=C(C=C1)N1N=NC(=C1COC1=CC=C(N=N1)N1CC(C1)C(=O)O)C)F 1-(6-((1-(4-(Difluoromethyl)phenyl)-4-methyl-1H-1,2,3-triazol-5-yl)methoxy)pyridazine-3-yl)azetidine-3-carboxylic acid